Ethyl (S)-3-amino-3-(4'-fluoro-2'-(hex-5-en-1-yl)-6'-methyl-5-(trifluoromethyl)-[1,1'-biphenyl]-3-yl)propanoate N[C@@H](CC(=O)OCC)C=1C=C(C=C(C1)C(F)(F)F)C1=C(C=C(C=C1C)F)CCCCC=C